6-[7-[2-(2-methoxyethoxy)phenyl]-6-phenyl-thieno[3,2-c]pyridin-4-yl]-3,4-dihydro-1H-isoquinoline-2-carboxylic acid tert-butyl ester C(C)(C)(C)OC(=O)N1CC2=CC=C(C=C2CC1)C1=NC(=C(C2=C1C=CS2)C2=C(C=CC=C2)OCCOC)C2=CC=CC=C2